FC1=C(CN2CCN(CC2)C(CCC=2C(=NN(C2C)C=2C=CC=3N(N2)C(=NN3)C)C)=O)C=CC(=C1O)F 1-(4-(2,4-difluoro-3-hydroxybenzyl)piperazin-1-yl)-3-(3,5-dimethyl-1-(3-methyl-[1,2,4]triazolo[4,3-b]pyridazin-6-yl)-1H-pyrazol-4-yl)propan-1-one